N(=NC(=O)O)C(=O)O diazene-1,2-dicarboxylic acid